3-(3-(trifluoromethyl)phenyl)-8-((6-(trifluoromethyl)pyridin-3-yl)methyl)pyrido[2,3-d]pyrimidine-2,4(3H,8H)-dione FC(C=1C=C(C=CC1)N1C(N=C2C(C1=O)=CC=CN2CC=2C=NC(=CC2)C(F)(F)F)=O)(F)F